C1(=CC=CC=C1)C=1C=C(C=C)C=CC1 M-phenylstyrene